C[Si](CCOCN1C(=NC=C1)C=O)(C)C 1-((2-(trimethylsilyl)ethoxy)methyl)-1H-imidazole-2-carbaldehyde